BrC1=C2C=C3N(C2=C(C(=C1)Cl)Cl)CC(CC3)N 1-bromo-3,4-dichloro-6,7,8,9-tetrahydropyrido[1,2-a]indol-7-amine